benzyl 4-[2-[(4-bromo-2-pyridyl)oxy]ethyl]piperazine-1-carboxylate BrC1=CC(=NC=C1)OCCN1CCN(CC1)C(=O)OCC1=CC=CC=C1